sodium bis(trimethylsilyl)azanide C[Si](C)(C)[N-][Si](C)(C)C.[Na+]